3-[3-[[(1R)-1-[2-[1-(azetidin-3-yl)pyrazol-4-yl]-3,6-dimethyl-4-oxo-benzopyran-8-yl]ethyl]amino]-6-chloro-2-pyridinyl]-4H-1,2,4-oxadiazol-5-one N1CC(C1)N1N=CC(=C1)C=1OC2=C(C(C1C)=O)C=C(C=C2[C@@H](C)NC=2C(=NC(=CC2)Cl)C2=NOC(N2)=O)C